(S)-4-(2-acetyl-7,10-dioxo-6-(4-(trifluoromethyl)-benzyl)-2,6,9-triazaspiro-[4.5]decan-9-yl)-3-fluorobenzonitrile C(C)(=O)N1C[C@]2(CC1)N(C(CN(C2=O)C2=C(C=C(C#N)C=C2)F)=O)CC2=CC=C(C=C2)C(F)(F)F